2-([1,1'-biphenyl]-3-yl)-2,2-difluoro-1-phenylethan-1-one C1(=CC(=CC=C1)C(C(=O)C1=CC=CC=C1)(F)F)C1=CC=CC=C1